OC=1C(C(C2=CC=CC=C2C1)(C(=O)[O-])C)O hydroxy-1-methyl-2-hydroxy-naphthalate